O1C(OCC1)CCON1C(C2=CC=CC=C2C1=O)=O 2-(1,3-dioxolan-2-yl)ethoxyisoindoline-1,3-dione